5-{1-[(4-chlorophenyl)carbamoyl]cyclobutyl}-N-ethyl-N-(propan-2-yl)-2,3-dihydro-1H-indole-1-carboxamide ClC1=CC=C(C=C1)NC(=O)C1(CCC1)C=1C=C2CCN(C2=CC1)C(=O)N(C(C)C)CC